Tert-butyl (4',4'-difluoro-2H-spiro[benzofuran-3,1'-cyclohexane]-5-yl)carbamate FC1(CCC2(CC1)COC1=C2C=C(C=C1)NC(OC(C)(C)C)=O)F